4-{6-[(1-{[3-fluoro-4-(propan-2-yl)phenyl]carbamoyl}-D-prolyl)amino]pyridin-3-yl}benzoic acid FC=1C=C(C=CC1C(C)C)NC(=O)N1[C@H](CCC1)C(=O)NC1=CC=C(C=N1)C1=CC=C(C(=O)O)C=C1